((2-pyrazinyl)methyl)-N,N-bis(2-pyridylmethyl)amine N1=C(C=NC=C1)CN(CC1=NC=CC=C1)CC1=NC=CC=C1